C12C(CC(CC1)C2)CC(=O)NC2=C(C=C(C=C2C(F)(F)F)N2CCOCC2)C 2-Bicyclo[2.2.1]hept-2-yl-N-(2-methyl-4-morpholin-4-yl-6-trifluoromethyl-phenyl)-acetamide